(4-(3-Methyloxyoxetan-3-yl)phenyl)(3-(4-(trifluoromethyl)phenyl)piperidin-1-yl)methanone COC1(COC1)C1=CC=C(C=C1)C(=O)N1CC(CCC1)C1=CC=C(C=C1)C(F)(F)F